1-(Chloromethyl)-4-(4-fluorophenoxy)benzene ClCC1=CC=C(C=C1)OC1=CC=C(C=C1)F